FC1=CC(=C(C#N)C=C1)C(F)(F)F 4-fluoro-2-trifluoromethylbenzonitrile